Methyl-6-amino-2,2-difluoro-1,3-benzodioxole-5-carboxylate COC(=O)C1=CC2=C(OC(O2)(F)F)C=C1N